(S)-N'-((2-cyclobutyl-3-methyl-6,7-dihydro-5H-cyclopenta[b]pyridin-4-yl)carbamoyl)-4-(2-hydroxypropan-2-yl)thiophene-2-sulfonimidamide C1(CCC1)C1=C(C(=C2C(=N1)CCC2)NC(=O)N=[S@@](=O)(N)C=2SC=C(C2)C(C)(C)O)C